NC=1N=C(SC1C(C1=CC=C(C=C1)F)=O)N(C1=CC=C(C=C1)F)C(C(=O)N)C (N-[4-Amino-5-(4-fluorobenzoyl)thiazol-2-yl]-4-fluoroanilino)propanamid